3-chloro-5-[2-[2-[2-[2-[2-[2-[2-[2-[2-[2-(2,2-dimethoxyethoxy)ethoxy]ethoxy]ethoxy]ethoxy]ethoxy]ethoxy]ethoxy]ethoxy]ethoxy]ethyl]aniline ClC=1C=C(N)C=C(C1)CCOCCOCCOCCOCCOCCOCCOCCOCCOCCOCC(OC)OC